Pentadecan-8-yl 9-(N-(decyloxy)-4-(dimethylamino)butanamido)-2,2-difluoro-nonadecanoate C(CCCCCCCCC)ON(C(CCCN(C)C)=O)C(CCCCCCC(C(=O)OC(CCCCCCC)CCCCCCC)(F)F)CCCCCCCCCC